FC(CN1N=C(C2=CC=CC=C12)C(=O)O)(F)F 1-(2,2,2-trifluoroethyl)indazole-3-carboxylic acid